FC(C1=NN=C(O1)C1=CC(=C(C(=C1)F)CN1N=NC(=C1)C=1C=C2C=C(N=CC2=CC1)N)F)F 6-[1-[[4-[5-(difluoromethyl)-1,3,4-oxadiazol-2-yl]-2,6-difluorophenyl]methyl]triazol-4-yl]isoquinolin-3-amine